(S)-1-[(S)-1-({4-[(1,3-Benzimidazol-2-yl)methyl]-1-piperidyl}carbonyl)-3-methylbutyl]-3-isobutyl-2-piperazinone N1=C(NC2=C1C=CC=C2)CC2CCN(CC2)C(=O)[C@H](CC(C)C)N2C([C@@H](NCC2)CC(C)C)=O